1-[2-chloro-4-(trifluoromethyl)phenyl]-3-[1-(2-pyrimidin-2-yl-1,2,4-triazol-3-yl)ethyl]urea ClC1=C(C=CC(=C1)C(F)(F)F)NC(=O)NC(C)C=1N(N=CN1)C1=NC=CC=N1